CC(C)C1=CN=C(S1)C=1C=C(C(=O)O)C=C(C1)OC[C@H]1COCC1 3-[5-(Propan-2-yl)-1,3-thiazol-2-yl]-5-[(3R)-tetrahydrofuran-3-ylmethoxy]benzoic acid